(R)-(2-(4-(3-Aminoazetidin-1-yl)-2-fluorophenyl)-7-(2-methyl-2H-1,2,3-triazol-4-yl)pyrazolo[1,5-a]pyrimidin-5-yl)(1-methyl-3,4-dihydroisoquinolin-2(1H)-yl)methanone NC1CN(C1)C1=CC(=C(C=C1)C1=NN2C(N=C(C=C2C2=NN(N=C2)C)C(=O)N2[C@@H](C3=CC=CC=C3CC2)C)=C1)F